NC1=C2C(=NC=N1)N(N=C2C2=CC=C(C=C2)S(=O)(=O)NC(C)C)C(C)C=2OC1=CC=CC(=C1C(C2C2=CC(=CC=C2)F)=O)F 4-(4-amino-1-(1-(5-fluoro-3-(3-fluorophenyl)-4-oxo-4H-chromen-2-yl)ethyl)-1H-pyrazolo[3,4-d]pyrimidin-3-yl)-N-isopropylbenzenesulfonamide